BrC=1C=C(C(=NC1)C1(CCC1)NS(=O)C(C)(C)C)F N-[1-(5-bromo-3-fluoropyridin-2-yl)cyclobutyl]-2-methylpropane-2-sulfinamide